2-(2-chloro-4-cyanophenyl)-N-(1-(4-(2,6-dioxopiperidin-3-yl)-3,5-difluorophenyl)azetidin-3-yl)acetamide ClC1=C(C=CC(=C1)C#N)CC(=O)NC1CN(C1)C1=CC(=C(C(=C1)F)C1C(NC(CC1)=O)=O)F